ClC1=C2CC(CC2=CC=C1OCCNC(=O)OC(C)(C)C)C(=O)OCC Ethyl 4-chloro-5-[2-[(2-methylpropan-2-yl)oxycarbonylamino]ethoxy]-2,3-dihydro-1H-indene-2-carboxylate